Bis(2,4,6-trichlorophenyl) 2-phenylmalonate C1(=CC=CC=C1)C(C(=O)OC1=C(C=C(C=C1Cl)Cl)Cl)C(=O)OC1=C(C=C(C=C1Cl)Cl)Cl